5-((((3'-chloro-2'-(2-chloro-3-((3-fluoro-4-(2-((2-hydroxyethyl)amino)ethyl)pyridin-2-yl)amino)phenyl)-6-methoxy-[2,4'-bipyridin]-5-yl)methyl)amino)methyl)pyrrolidin-2-one ClC=1C(=NC=CC1C1=NC(=C(C=C1)CNCC1CCC(N1)=O)OC)C1=C(C(=CC=C1)NC1=NC=CC(=C1F)CCNCCO)Cl